NCC1CCC(CC1)C(=O)C1=CC=C(C=C1)CCC(=O)O 3-[p-(4-aminomethylcyclohexylcarbonyl)phenyl]propanoic acid